1-(2-(benzyl-(propyl)amino)-6-(2-(5-oxo-4,5-dihydro-1,2,4-oxadiazol-3-yl)phenyl)pyridin-4-yl)-3-(p-tolyl)urea C(C1=CC=CC=C1)N(C1=NC(=CC(=C1)NC(=O)NC1=CC=C(C=C1)C)C1=C(C=CC=C1)C1=NOC(N1)=O)CCC